O1C(CCCC1)N1N=CC=2C3=C(C=CC12)C(=C(CCC3)CC(F)(F)F)OS(=O)(=O)C(F)(F)F.C3(=CC=CC=C3)P(=O)(C3=CC=CC=C3)ON O-(diphenylphosphoryl)hydroxylamine [3-tetrahydropyran-2-yl-7-(2,2,2-trifluoroethyl)-9,10-dihydro-8H-cyclohepta[e]indazol-6-yl]trifluoromethanesulfonate